ClC1=CC2=C(C(=CO2)CC2CCNCC2)C(=C1)C1=C2C(=NC=C1)C=C(S2)CN2C(C1C(C1C2=O)(C)C)=O 3-((7-(6-chloro-3-(piperidin-4-ylmethyl)benzofuran-4-yl)thieno[3,2-b]pyridin-2-yl)methyl)-6,6-dimethyl-3-azabicyclo[3.1.0]hexane-2,4-dione